CC1(COC2=C1C(=CC=C2C)OC2=NC=C(C=N2)N2C(NC=1C2=NC=CC1)=O)C 3-[2-[(3,3,7-trimethyl-2H-benzofuran-4-yl)oxy]pyrimidin-5-yl]-1H-imidazo[4,5-b]pyridin-2-one